6-chloro-1-(tetrahydro-2H-pyran-2-yl)-1H-indazol-5-amine ClC1=C(C=C2C=NN(C2=C1)C1OCCCC1)N